BrC1=C(C2=CC=C(C=C2C(=C1)OC(C(=C)C)=O)Cl)OC(C(=C)C)=O 2-bromo-6-chloro-1,4-dimethacryloyloxynaphthalene